ClC1=C(C(=NC(=N1)S(=O)(=O)C)N(C)[C@H](C)C=1C(=NC=CC1)NCC1=CC=C(C=C1)OC)F (R)-6-chloro-5-fluoro-N-(1-(2-((4-methoxybenzyl)amino)pyridin-3-yl)ethyl)-N-methyl-2-(methylsulfonyl)pyrimidin-4-amine